5-hydroxy-2,4-dimethyl-1-penten-3-one OCC(C(C(=C)C)=O)C